BrC1=C(CC2(C[C@H](N(C2)C(=O)OC(C)(C)C)C(N)=O)C(N)=O)C=CC=C1 t-butyl (S)-4-(2-bromobenzyl)-2,4-dicarbamoylpyrrolidine-1-carboxylate